1-(2-(cyclopropanesulfonamido)pyrimidin-4-yl)-N-(5-(6-ethoxypyrazin-2-yl)pyridin-2-yl)cyclohexane-1-carboxamide C1(CC1)S(=O)(=O)NC1=NC=CC(=N1)C1(CCCCC1)C(=O)NC1=NC=C(C=C1)C1=NC(=CN=C1)OCC